5-chloro-N-(5-cyano-2-(4-(2,4-difluorophenoxy)piperidin-1-yl)phenyl)-2-methoxybenzamide ClC=1C=CC(=C(C(=O)NC2=C(C=CC(=C2)C#N)N2CCC(CC2)OC2=C(C=C(C=C2)F)F)C1)OC